β-phenylproline C1(=CC=CC=C1)C1[C@H](NCC1)C(=O)O